N-((3-Bromophenyl)(methyl)(oxo)-λ6-sulfaneylidene)cyanamide BrC=1C=C(C=CC1)S(=NC#N)(=O)C